FC(OC1=NC=CC(=C1)CNC(=O)N[C@H]1C[C@@H](CC1)C(F)(F)F)F 1-[[2-(difluoro-methoxy)pyridin-4-yl]methyl]-3-[(1R,3R)-3-(trifluoromethyl)cyclopentyl]urea